C(C)(C)(C)OC(=O)N1CCN(CC1)C1=CC(=C(C=C1)NC(=O)C1=CC=C(C=C1)N1CCN(CC1)C(=O)OC(C)(C)C)C tert-butyl 4-(4-((4-(4-(tert-butoxycarbonyl)piperazin-1-yl)-2-methylphenyl) carbamoyl)phenyl)piperazine-1-carboxylate